FC1(OC2=C(O1)C=C(C(=C2)C(=O)O)C)F 2,2-difluoro-6-methyl-1,3-benzodioxole-5-carboxylic acid